C=CCC=C 1,4-pentanediene